(5R*)-N-{(2S)-4-(2,4-difluorophenoxy)-3-oxo-1-[(3S)-2-oxopyrrolidin-3-yl]butan-2-yl}-6-[N-(methanesulfonyl)-L-valyl]-6-azaspiro[2.5]octane-5-carboxamide FC1=C(OCC([C@H](C[C@H]2C(NCC2)=O)NC(=O)[C@H]2CC3(CC3)CCN2C([C@@H](NS(=O)(=O)C)C(C)C)=O)=O)C=CC(=C1)F |o1:17|